ClC=1C(=NC=CC1S)OC1CCOCC1 3-chloro-2-((tetrahydro-2H-pyran-4-yl)oxy)pyridine-4-thiol